C(C1OCCN(C1)C=1C=CC2=C(N=C(O2)C2=C3C=C(N=CC3=C(N=C2)NC)NC(=O)C2CC2)C1)([2H])([2H])[2H] N-(5-(5-(2-(methyl-d3)morpholino)benzo[d]oxazol-2-yl)-8-(methylamino)-2,7-naphthyridin-3-yl)cyclopropanecarboxamide